1-(cyanomethyl)-5-(2,2-dimethyltetrahydro-2H-pyran-4-yl)-N-methyl-N-phenyl-1H-indole-2-carboxamide C(#N)CN1C(=CC2=CC(=CC=C12)C1CC(OCC1)(C)C)C(=O)N(C1=CC=CC=C1)C